N-(4-(N,N-bis(4-methoxybenzyl)sulfonylamino)-2-propyl-2H-indazol-6-yl)-2-(2-chlorophenyl)acetamide COC1=CC=C(CS(=O)(=O)N(S(=O)(=O)CC2=CC=C(C=C2)OC)C=2C3=CN(N=C3C=C(C2)NC(CC2=C(C=CC=C2)Cl)=O)CCC)C=C1